methylacrolein CC(=O)C=C